C1(=CC(=CC(=C1)C(=O)O)C(=O)O)C1=CC=CC=C1 biphenyl-3,5-dicarboxylic acid